5-(4-chloro-2-methyl-6-{[(3S)-3-(morpholin-4-ylmethyl)-3,4-dihydroisoquinolin-2(1H)-yl]carbonyl}phenyl)-N-(4-hydroxyphenyl)-N-(2-methoxybenzyl)-1,2-dimethyl-1H-pyrrole-3-carboxamide ClC1=CC(=C(C(=C1)C(=O)N1CC2=CC=CC=C2C[C@H]1CN1CCOCC1)C1=CC(=C(N1C)C)C(=O)N(CC1=C(C=CC=C1)OC)C1=CC=C(C=C1)O)C